ClC1=C(CNC(=N)N)C=CC=C1 1-(2-chlorobenzyl)guanidine